TRANS-4-i-DECENE CCC\C=C\CCC(C)C